C(CCCCCCCC)C=1C(=C(C2=CC=CC=C2C1)S(=O)(=O)[O-])CCCCCCCCC.[K+] Potassium dinonylnaphthalenesulfonate